N-({1-[(2-methoxyphenyl)methyl]cyclobutyl}methyl)-1-methyl-5-oxo-2H-1,2,4-triazole-3-carboxamide COC1=C(C=CC=C1)CC1(CCC1)CNC(=O)C=1NN(C(N1)=O)C